fluoro-chloro-bromoacetaldehyde FC(C=O)(Br)Cl